4-[(tert-butoxycarbonyl)amino]bicyclo[2.2.1]heptane-1-carboxylic acid C(C)(C)(C)OC(=O)NC12CCC(CC1)(C2)C(=O)O